C(C)(C)(C)OC(=O)N(NC1=C(C(=NC2=CC=CC=C12)Cl)N)C1=CC=C(C=C1)CCl 2-(3-amino-2-chloroquinolin-4-yl)-1-(4-(chloromethyl)phenyl)hydrazine-1-carboxylic acid tert-butyl ester